C(C)N1C=2C3=CN=C(C(O[C@@H](C4=CC(=CC=C4C4=NN(N=C4CC2C=N1)C)F)C)=C3)N (19R)-3-ethyl-16-fluoro-10,19-dimethyl-20-oxa-3,4,9,10,11,23-hexaazapentacyclo[19.3.1.02,6.08,12.013,18]pentacosa-1(24),2(6),4,8,11,13,15,17,21(25),22-decaen-22-amine